4-(hydroxyiminomethyl)-2-methyl-benzoic acid methyl ester COC(C1=C(C=C(C=C1)C=NO)C)=O